BrC(C(F)(F)SC=1C=C(C(=O)OC)C=CC1)(F)F methyl 3-[(2-bromo-1,1,2,2-tetrafluoroethyl)sulfanyl]benzoate